NCCN1CCN(CC1)C N-(2-aminoethyl)-N'-methylpiperazine